2,6-diphenyl-4-(2-hydroxy-4-butoxyphenyl)-1,3,5-triazine C1(=CC=CC=C1)C1=NC(=NC(=N1)C1=C(C=C(C=C1)OCCCC)O)C1=CC=CC=C1